FC1CC(C1)N(C(OC(C)(C)C)=O)C1CN(CC1)C1=NC2=CC=C(N=C2C=C1)[Sn](C)(C)C tert-butyl ((1r,3r)-3-fluorocyclobutyl)(1-(6-(trimethylstannyl)-1,5-naphthyridin-2-yl)pyrrolidin-3-yl)carbamate